C(#N)C1=CC=C(C=C1)[C@H]1[C@@H](CNC1)C(=O)O Trans-4-(4-cyano-phenyl)-pyrrolidine-3-carboxylic acid